tert-butyl (4-(2-(4-(4-((2,6-dioxopiperidin-3-yl)amino)-3-fluoro-2-methoxyphenyl)piperazin-1-yl)ethyl)piperidin-1-yl)carbamate O=C1NC(CCC1NC1=C(C(=C(C=C1)N1CCN(CC1)CCC1CCN(CC1)NC(OC(C)(C)C)=O)OC)F)=O